tert-Butyl 2-(4-fluorophenyl)-4-(3-(((3S,4R)-4-hydroxy-2-oxopyrrolidin-3-yl)amino)-3-oxopropyl)-1H-pyrrole-1-carboxylate FC1=CC=C(C=C1)C=1N(C=C(C1)CCC(=O)N[C@@H]1C(NC[C@H]1O)=O)C(=O)OC(C)(C)C